C(CCCCCCCC)N(CCNC(CCC(=O)NCCN(CCCCCCCCC)CCCCCCCCC)=O)CCCCCCCCC N1,N4-bis(2-(dinonylamino)ethyl)succinamide